S(=O)(=O)(O)OS(=O)(=O)O sulfooxide